6',10'-dibromo-5'-methyl-5'H-spiro(fluorene-9,8'-indeno[2,1-c]carbazole) BrC1=CC2=C(C=3C4=CC=CC=C4N(C13)C)C1=CC=C(C=C1C21C2=CC=CC=C2C=2C=CC=CC21)Br